tert-butyl N-[(S)-(7-methyl-2-oxo-3,4-dihydro-1H-1,5-naphthyridin-3-yl)(phenyl)methyl]carbamate CC1=CN=C2CC(C(NC2=C1)=O)[C@H](NC(OC(C)(C)C)=O)C1=CC=CC=C1